difluoroethoxylpyrrolidine FC(CON1CCCC1)F